5,10-bis(4-hydroxyphenyl)-15,20-diphenylporphyrin OC1=CC=C(C=C1)C=1C2=CC=C(N2)C(=C2C=CC(C(=C3C=CC(=C(C=4C=CC1N4)C4=CC=C(C=C4)O)N3)C3=CC=CC=C3)=N2)C2=CC=CC=C2